C1(CC1)N1C(=NC(=C1)C(F)(F)F)C1=CC=C(C=C1)CC=1C=2C(N=C(N1)C=1C(=NC=NC1OC)C1CC1)=NC(C(C2)C=2N(C=CN2)C)=O {4-[1-cyclopropyl-4-(trifluoromethyl)imidazol-2-yl]phenyl-methyl}-2-(4-cyclopropyl-6-methoxypyrimidin-5-yl)-6-(1-methylimidazol-2-yl)pyrido[2,3-d]pyrimidin-7-one